tert-butyl 1-(5-(4,4,5,5-tetramethyl-1,3,2-dioxaborolan-2-yl)pyridin-2-yl)-3-azabicyclo[3.1.0]hexane-3-carboxylate CC1(OB(OC1(C)C)C=1C=CC(=NC1)C12CN(CC2C1)C(=O)OC(C)(C)C)C